CC=1C(=NC=C(C#N)C1)N1CC=2C=C(C=NC2CC1)N1N=CC=C1C 5-methyl-6-(3-(5-methyl-1H-pyrazol-1-yl)-7,8-dihydro-1,6-naphthyridin-6(5H)-yl)nicotinonitrile